ONC(=O)C=1C(=C(C=CC1)N1CC(C1)OC1=CC=C(C=C1)CNC=1C=NC=CC1)C1=CC=CC=C1 N-hydroxy-6-(3-(4-((pyridin-3-ylamino)methyl)phenoxy)azetidine-1-yl)-[1,1'-biphenyl]-2-carboxamide